(5-methyl-3-(pyrimidin-2-yl)pyridin-2-yl)((1S,4R,6R)-6-((5-methylpyrimidin-2-yl)oxy)-2-azabicyclo[2.2.1]heptan-2-yl)methanone CC=1C=C(C(=NC1)C(=O)N1[C@@H]2[C@@H](C[C@H](C1)C2)OC2=NC=C(C=N2)C)C2=NC=CC=N2